2-(3-((4-(((1,1,1,3,3,3-Hexafluoropropan-2-yl)oxy)carbonyl)piperazin-1-yl)methyl)-5-(trifluoromethoxy)phenoxy)acetic acid FC(C(C(F)(F)F)OC(=O)N1CCN(CC1)CC=1C=C(OCC(=O)O)C=C(C1)OC(F)(F)F)(F)F